BrC=1C=NN(C1)C1CCC2(CN(C2)C(=O)OC(C)(C)C)CC1 tert-butyl 7-(4-bromopyrazol-1-yl)-2-azaspiro[3.5]nonane-2-carboxylate